Methyl (3S)-7-(5-chloro-2-nitrophenyl)-8,8-difluoro-5-oxo-1,2,3,5,8,8a-hexahydroindolizine-3-carboxylate ClC=1C=CC(=C(C1)C1=CC(N2[C@@H](CCC2C1(F)F)C(=O)OC)=O)[N+](=O)[O-]